C(CCCCCCCC(=O)N)(=O)[O-].[K+] potassium azelamate